N-cyclopropyl-4-[[[6-[cyclopropyl-[[4-(trifluoromethyl)phenyl]methyl]amino]-5-fluoro-pyrimidin-4-yl]amino]methyl]benzenesulfonamide C1(CC1)NS(=O)(=O)C1=CC=C(C=C1)CNC1=NC=NC(=C1F)N(CC1=CC=C(C=C1)C(F)(F)F)C1CC1